28-[4-(2,5-dioxo-2,5-dihydro-1H-pyrrol-1-yl)butyl]-26-oxo-2,5,8,11,14,17,20,23-octaoxa-27-azanonacosan-29-oic acid O=C1N(C(C=C1)=O)CCCCC(NC(CCOCCOCCOCCOCCOCCOCCOCCOC)=O)C(=O)O